N-(4-(6-methoxy-7-(3-(3-methyl-3,6-diazabicyclo[3.1.1]heptan-6-yl)propoxy)quinazolin-4-yl)phenyl)-2-(4-(trifluoromethyl)phenyl)acetamide COC=1C=C2C(=NC=NC2=CC1OCCCN1C2CN(CC1C2)C)C2=CC=C(C=C2)NC(CC2=CC=C(C=C2)C(F)(F)F)=O